(4'-(2,6-diphenylpyrimidin-4-yl)-[1,1'-biphenyl]-4-yl)-9H-carbazole C1(=CC=CC=C1)C1=NC(=CC(=N1)C1=CC=C(C=C1)C1=CC=C(C=C1)C1=CC=CC=2C3=CC=CC=C3NC12)C1=CC=CC=C1